OCC=1C=C(C(=C(C1)O)CC=C(C)C)O 5-(Hydroxymethyl)-2-(3-methylbut-2-enyl)benzene-1,3-diol